3-((5-(3-fluorophenyl)pyridin-2-yl)amino)benzoic acid FC=1C=C(C=CC1)C=1C=CC(=NC1)NC=1C=C(C(=O)O)C=CC1